(4-(2-chloro-4-((3-(methylcarbamoyl)pyridin-2-yl)amino)phenoxy)pyridin-2-yl)carbamic acid ClC1=C(OC2=CC(=NC=C2)NC(O)=O)C=CC(=C1)NC1=NC=CC=C1C(NC)=O